(1r,4r)-4-(3-Chloroanilino)-2'-{3-[(4-methoxyphenyl)methoxy]-2-phenylpropyl}spiro[cyclohexane-1,1'-indene]-4-carboxylic acid methyl ester COC(=O)C1(CCC2(C(=CC3=CC=CC=C23)CC(COCC2=CC=C(C=C2)OC)C2=CC=CC=C2)CC1)NC1=CC(=CC=C1)Cl